(S)-2-((2-((1R,5S)-6,6-difluoro-3-carbonyl-2-oxa-4-azabicyclo[3.1.0]hex-4-yl)-5,6-dihydrobenzo[f]imidazo[1,2-d][1,4]oxazepin-9-yl)amino)propionamide FC1([C@H]2N(C(O[C@@H]12)=C=O)C=1N=C2N(CCOC3=C2C=CC(=C3)N[C@H](C(=O)N)C)C1)F